2,6-di-tertiary butyl-hydroquinone C(C)(C)(C)C1=C(O)C(=CC(=C1)O)C(C)(C)C